2-((4-((3-(3-methoxyphenyl)-3-phenylureido)methyl)cyclohexyl)methoxy)acetic acid COC=1C=C(C=CC1)N(C(NCC1CCC(CC1)COCC(=O)O)=O)C1=CC=CC=C1